α-methylpenicillamine C[C@](N)(C(C)(C)S)C(=O)O